FC(F)(F)S(=O)[O-].[Na+] Sodium trifluoromethyl-sulfinate